COC1=CC=C(CN(C(C#CC2=CC=CC=C2)=O)C2=NOC(=N2)C2=CC=CC=C2)C=C1 N-(4-methoxybenzyl)-3-phenyl-N-(5-phenyl-1,2,4-oxadiazol-3-yl)propiolamide